CC1(CC1)OC=1C=C2C(=NN(C2=CC1)COCC[Si](C)(C)C)C1=CC(=NC=C1)N1CC(C1)CC1CCN(CC1)CC1CCN(CC1)C(=O)OCC1=CC=CC=C1 benzyl 4-[[4-[[1-[4-[5-(1-methylcyclopropoxy)-1-(2-trimethylsilylethoxymethyl)indazol-3-yl]-2-pyridyl]azetidin-3-yl]methyl]-1-piperidyl]methyl]piperidine-1-carboxylate